trans-N-[8-amino-6-(2-oxooxazolidin-5-yl)-3-isoquinolyl]-2-cyano-cyclopropaneCarboxamide NC=1C=C(C=C2C=C(N=CC12)NC(=O)[C@H]1[C@@H](C1)C#N)C1CNC(O1)=O